octahydro-2H-pyrano[3,2-c]pyridine O1CCCC2CNCCC21